5-(cyclopropylmethyl)-4-(6-cyclopropylpyridin-3-yl)-2-(2-methyl-2H-indazol-5-yl)-2,5-dihydro-3H-pyrrolo[3,2-c]pyridazin-3-one C1(CC1)CN1C=CC2=NN(C(C(=C21)C=2C=NC(=CC2)C2CC2)=O)C2=CC1=CN(N=C1C=C2)C